BrCC1=C(N=NC=C1)NC1C(NC(CC1)=O)=O 3-((4-(bromomethyl)pyridazin-3-yl)amino)piperidine-2,6-dione